N-(4,4-dimethylcyclohexyl)-6-(4-methoxyphenyl)-1-(2-morpholinylethyl)-2-oxo-1,2-dihydroquinoline-3-carboxamide CC1(CCC(CC1)NC(=O)C=1C(N(C2=CC=C(C=C2C1)C1=CC=C(C=C1)OC)CCN1CCOCC1)=O)C